N-(3-methyl-butyl)-3-methyl-4-[4-(3-methoxybenzamido)-phenylamino]-benzamide CC(CCNC(C1=CC(=C(C=C1)NC1=CC=C(C=C1)NC(C1=CC(=CC=C1)OC)=O)C)=O)C